7-(2-aminothiazol-5-yl)-4,7-diazaspiro[2.5]Octane-4-carboxylic acid tert-butyl ester C(C)(C)(C)OC(=O)N1C2(CC2)CN(CC1)C1=CN=C(S1)N